C(C)(C)(C)OC(=O)N1CC2(C1)CN(CCC2)[C@H](C(=O)O)C2CCCC2 (S)-2-(2-(tert-butoxycarbonyl)-2,6-diazaspiro[3.5]nonan-6-yl)-2-cyclopentylacetic acid